1-(3-hydroxypyrrolidin-1-yl)prop-2-en-1-one OC1CN(CC1)C(C=C)=O